2-cyclobutylsulfanyl-3-[3,5-difluoro-4-(1H-tetrazol-5-ylmethoxy)phenyl]pyridine C1(CCC1)SC1=NC=CC=C1C1=CC(=C(C(=C1)F)OCC1=NN=NN1)F